COC1=C(C=C(C=C1[N+](=O)[O-])CCOCC1=CC=CC=N1)C1=NC=C(C=N1)OC 6-((4-methoxy-3-(5-methoxypyrimidin-2-yl)-5-nitrophenylethoxy)methyl)pyridine